ClC1=CC=C(C=C1)C1=C(C2=C(S1)C=C(C=C2)OC)C(=O)C2=CC=C(C=C2)O (2-(4-chlorophenyl)-6-methoxybenzo[b]thiophen-3-yl)(4-hydroxyphenyl)methanone